[Br-].C(CCCCCCCCCCCCCCC)N1CC=C(C=C1)CCO 1-hexadecyl-4-(2-hydroxyethyl)pyridine bromide